(E)-7-(2-(4-((5-Cyclopropyl-3-(3,5-dichloropyridin-4-yl)isoxazol-4-yl)methoxy)bicyclo[2.2.2]octan-1-yl)vinyl)-1-(3-hydroxyazetidin-1-yl)isochinolin C1(CC1)C1=C(C(=NO1)C1=C(C=NC=C1Cl)Cl)COC12CCC(CC1)(CC2)/C=C/C2=CC=C1C=CN=C(C1=C2)N2CC(C2)O